ClC=1C=C(C=CC1)N1CCN(CC1)C(=O)OC(C)(C)C tert-Butyl 4-(3-chlorophenyl)piperazine-1-carboxylate